CC12OC3=C(C(NC(N1C1=CC(=CC=C1)C(=O)N1CC4=CC=CC=C4CC1)=O)C2)C=C(C=C3)C3=CSC=C3 2-methyl-3-(3-(1,2,3,4-tetrahydroisoquinoline-2-carbonyl)phenyl)-8-(thiophen-3-yl)-5,6-dihydro-2H-2,6-methanobenzo[g][1,3,5]oxadiazocin-4(3H)-one